4-amino-7-fluoro-N,1-dimethyl-N-((1S)-1-(4-(pentafluoro-lambda~6~-sulfanyl)phenyl)ethyl)-1H-pyrazolo[4,3-c]quinoline-8-carboxamide NC1=NC=2C=C(C(=CC2C2=C1C=NN2C)C(=O)N([C@@H](C)C2=CC=C(C=C2)S(F)(F)(F)(F)F)C)F